5-fluoro-1-methyl-6-oxo-1,6-dihydropyridine-2-nitrile FC1=CC=C(N(C1=O)C)C#N